N-butyl-2-(4-(5-(3,5-dichlorophenyl)-5-(trifluoromethyl)-4,5-dihydroisoxazol-3-yl)-2-methylbenzamido)-4,5,6,7-tetrahydrobenzo[b]thiophene-3-carboxamide C(CCC)NC(=O)C=1C2=C(SC1NC(C1=C(C=C(C=C1)C1=NOC(C1)(C(F)(F)F)C1=CC(=CC(=C1)Cl)Cl)C)=O)CCCC2